1,5-difluoro-2,4-dimethylpenta-1,3-diene FC=C(C=C(CF)C)C